1-(2-(2,2-difluoroethoxy)-5-fluoropyridin-4-yl)-6-fluoro-3,3-dimethyl-2-oxoindoline-5-carbaldehyde FC(COC1=NC=C(C(=C1)N1C(C(C2=CC(=C(C=C12)F)C=O)(C)C)=O)F)F